[4-(1-methyl-1H-pyrazol-4-yl)-benzyl]-[6-(7-pyrrolidin-1-yl-imidazo[1,2-a]pyridin-3-yl)-pyrimidin-4-yl]-amine CN1N=CC(=C1)C1=CC=C(CNC2=NC=NC(=C2)C2=CN=C3N2C=CC(=C3)N3CCCC3)C=C1